C1(CC1)S(=O)(=O)NC1=NC(=CC(=C1)C=1C=C(C=CC1C)NC(=O)N1C[C@@H](CC1)CC(F)(F)F)N1CCOCC1 (3S)-N-[3-[2-cyclopropanesulfonamido-6-(morpholin-4-yl)pyridin-4-yl]-4-methylphenyl]-3-(2,2,2-trifluoroethyl)pyrrolidine-1-carboxamide